C[Si](CCOCN1N=CC(=C1)C#CC1=C(N=CS1)C(=O)O)(C)C 5-[2-[1-(2-trimethylsilylethoxymethyl)pyrazol-4-yl]ethynyl]thiazole-4-carboxylic acid